BrC1=C(C(=O)OC)C=C(C=C1)NC1=NC=C(C(=N1)NC(CC)CCC)F methyl 2-bromo-5-((5-fluoro-4-(hexan-3-ylamino)pyrimidin-2-yl)amino)benzoate